(3-Mercapto-2,2-dimethylpropionyl)glycine SCC(C(=O)NCC(=O)O)(C)C